tert-Butyl (1R,19S,21R)-14-Bromo-7-methylidene-18-oxo-9-oxa-3,4,15,17,20-pentaazapentacyclo[17.3.1.13,6.01,21.011,16]tetracosa-4,6(24),11,13,15-pentaene-20-carboxylate BrC1=CC=C2COCC(C=3C=NN(C[C@@]45[C@H](N([C@H](C(NC2=N1)=O)C5)C(=O)OC(C)(C)C)C4)C3)=C